(E)-3-(6-aminopyridin-3-yl)-N-((5-(4-(3,3-difluoropyrrolidine-1-carbonyl)phenyl)-7-(trifluoromethyl)benzofuran-2-yl)methyl)acrylamide NC1=CC=C(C=N1)/C=C/C(=O)NCC=1OC2=C(C1)C=C(C=C2C(F)(F)F)C2=CC=C(C=C2)C(=O)N2CC(CC2)(F)F